OC(CCC=1N=C2N(C=C(C(=C2)OC)NC(=O)C2=NC(=CN=C2)C)C1)(C)C N-[2-(3-hydroxy-3-methyl-butyl)-7-methoxy-imidazo[1,2-a]pyridin-6-yl]-6-methyl-pyrazine-2-carboxamide